2,4-dimethyl-3-(8-(pyridin-2-ylamino)-[1,2,4]triazolo[1',5':1,6]pyrido[2,3-d]pyrimidin-4-yl)phenol CC1=C(C=CC(=C1C1=CC=2C(=NC(=NC2)NC2=NC=CC=C2)N2C1=NC=N2)C)O